CN1CCC2(C[C@@H]2C(=O)N[C@@H](CCCCCC(CC)=O)C=2NC(=CN2)C=2C=C3C(=NC2)N(C=N3)C)CC1 (S)-6-methyl-N-((S)-1-(5-(3-methyl-3H-imidazo[4,5-b]pyridin-6-yl)-1H-imidazol-2-yl)-7-oxononyl)-6-azaspiro[2.5]octane-1-carboxamide